diethyl-(3-(3-((2-amino-4-methyl-6-((1-(methylthio) hept-3-yl) amino) pyrimidin-5-yl) methyl)-4-methoxybenzamido) propyl) phosphonate P(OCCC(NC(C1=CC(=C(C=C1)OC)CC=1C(=NC(=NC1NC(CCSC)CCCC)N)C)=O)(CC)CC)([O-])=O